C(C)(C)(C)NC(NC1=CC2=C(N(C([C@H](O2)C)=O)C(C)C2=NC(=NC=C2)C(F)(F)F)C=C1)=O 3-tert-butyl-1-[(2R)-2-methyl-3-oxo-4-{1-[2-(trifluoromethyl)pyrimidin-4-yl]ethyl}-2H-1,4-benzoxazin-7-yl]urea